O=C(C(=O)[O-])C(=O)[O-] Ketomalonat